2-phenylethyl methacrylate 2-phenoxyethyl-acrylate O(C1=CC=CC=C1)CCOC(C=C)=O.C(C(=C)C)(=O)OCCC1=CC=CC=C1